FC(CO)(F)C=1C=C(C=CC1)[C@@H](C)NC(=O)C=1C=2C(C(N(C1)C1CCOCC1)=O)=CN(N2)COCC[Si](C)(C)C N-[(1R)-1-[3-(1,1-difluoro-2-hydroxyethyl)phenyl]ethyl]-5-(oxan-4-yl)-4-oxo-2-{[2-(trimethylsilyl)ethoxy]methyl}-2H,4H,5H-pyrazolo[4,3-c]pyridine-7-carboxamide